CN(C1=NC=C(C=N1)C1=CC2=C(N=C3COCC(N32)C3=CC=CC=C3)C=C1)C N,N-dimethyl-5-(4-phenyl-3,4-dihydro-1H-benzo[4,5]imidazo[2,1-c][1,4]oxazin-7-yl)pyrimidin-2-amine